C(C)(C)(C)NC(=O)C1=C(C(=CC(=C1)Cl)C)NC(=O)C1=CC(=NN1C1=NC=CC=C1Cl)OC1CN(C1)CC(F)(F)F N-(2-(tert-butylcarbamoyl)-4-chloro-6-methylphenyl)-1-(3-chloropyridin-2-yl)-3-((1-(2,2,2-trifluoroethyl)azetidin-3-yl)oxy)-1H-pyrazole-5-carboxamide